4-((1R,5S)-3,8-diazabicyclo[3.2.1]octan-3-yl)-7-(4-ethyl-1H-indol-3-yl)-8-fluoro-2-(((2R,7aS)-2-fluorotetrahydro-1H-pyrrolizin-7a(5H)-yl)methoxy)quinazoline [C@H]12CN(C[C@H](CC1)N2)C2=NC(=NC1=C(C(=CC=C21)C2=CNC1=CC=CC(=C21)CC)F)OC[C@]21CCCN1C[C@@H](C2)F